C(=O)(O)C1=C(C=2C(C3=CC=CC=C3C(C2C=C1)=O)=O)C(=O)O dicarboxyanthraquinone